FC(C1=CC=C(OCC2=CC=CN3C2=NS(CC3)(=O)=O)C=C1)(F)F 9-{[4-(trifluoromethyl)phenoxy]methyl}-3,4-dihydropyrido[2,1-c][1,2,4]thiadiazine 2,2-dioxide